(1s,3s)-3-(cyanomethyl)-3-(3-fluoro-4-(6-(1-methyl-1H-pyrazol-4-yl)pyrazolo[1,5-a]pyrazin-4-yl)-1H-pyrazol-1-yl)cyclobutane-1-carbonitrile C(#N)CC1(CC(C1)C#N)N1N=C(C(=C1)C=1C=2N(C=C(N1)C=1C=NN(C1)C)N=CC2)F